CC1(OB(OC1(C)C)C=1C=CC2=C(CCO2)C1C)C 4,4,5,5-tetramethyl-2-(4-methyl-2,3-dihydro-1-benzofuran-5-yl)-1,3,2-dioxaborolane